rac-2-(2,2,4-trimethyl-1,3-dioxolan-4-yl)pyridin-4-amine CC1(OC[C@@](O1)(C)C1=NC=CC(=C1)N)C |r|